C(#N)C1=C(SC2=C1C(=NC=C2F)C=2C1=C(C=3C=NC(=NC3C2F)N2C[C@@H]3N(CCN([C@@H]3C2)C)C)COC1)NC(OC(C)(C)C)=O tert-Butyl (3-cyano-4-(3-((4aR,7aS)-1,4-dimethyloctahydro-6H-pyrrolo[3,4-b]pyrazin-6-yl)-5-fluoro-7,9-dihydrofuro[3,4-f]quinazolin-6-yl)-7-fluorothieno[3,2-c]pyridin-2-yl)carbamate